2-(biphenyl-4-yl)-4-(4'-cyano-biphenyl-4-yl)-6-{4-(pyridin-3-yl)-phenyl}-benzoxazole C1(=CC=C(C=C1)C=1OC2=C(N1)C(=CC(=C2)C2=CC=C(C=C2)C=2C=NC=CC2)C2=CC=C(C=C2)C2=CC=C(C=C2)C#N)C2=CC=CC=C2